C(N)(=O)C1=C(C(=CC(=C1)C#N)C)NC(=O)C=1N(N=C(C1)COCC1=CC=C(C=C1)Cl)C1=NC=CC=C1Cl N-(2-carbamoyl-4-cyano-6-methyl-phenyl)-5-[(4-chlorophenyl)methoxy-methyl]-2-(3-chloro-2-pyridyl)pyrazole-3-carboxamide